2-amino-(5-chloro)benzothiazole tert-butyl-(S)-2-methyl-4-(4-(4,4,5,5-tetramethyl-1,3,2-dioxaborolan-2-yl)pyridin-2-yl)piperazine-1-carboxylate C(C)(C)(C)OC(=O)N1[C@H](CN(CC1)C1=NC=CC(=C1)B1OC(C(O1)(C)C)(C)C)C.NC=1SC2=C(N1)C=C(C=C2)Cl